FC=1C(=C(C=C2C=CC=NC12)NC1=NC=C2N(C(N(C2=N1)C1(CCOCC1)C#N)=O)C)C 4-(2-((8-Fluoro-7-methylquinolin-6-yl)amino)-7-methyl-8-oxo-7,8-dihydro-9H-purine-9-yl)tetrahydro-2H-pyran-4-carbonitrile